2-bromo-3,3-dimethyl-butanoic acid BrC(C(=O)O)C(C)(C)C